FC1=C(C=CC=C1)C(C(F)(F)F)=O 1-(2-fluorophenyl)-2,2,2-trifluoroethan-1-one